(2-fluorophenyl)-1H-pyrrole-3-carbaldehyde FC1=C(C=CC=C1)N1C=C(C=C1)C=O